[C@H]12CNC[C@@H]2C1C1=NOC(=N1)CN1C=NC2=C(C1=O)C(=CC=N2)C 3-((3-((1R,5S,6r)-3-azabicyclo[3.1.0]hexan-6-yl)-1,2,4-oxadiazol-5-yl)methyl)-5-methylpyrido[2,3-d]pyrimidin-4(3H)-one